NCC1=C2C(=NC(=C1)NC1=NN(C=C1C)C)C(=CS2)C2=CC=NC=C2 7-(aminomethyl)-N-(1,4-dimethyl-1H-pyrazol-3-yl)-3-(pyridin-4-yl)thieno[3,2-b]-pyridin-5-amine